N-(4-methyl-5-nitrothiazol-2-yl)acetamide ethyl-2-(3-nitropyridin-4-yl)pyrazolo[1,5-c]pyrimidine-3-carboxylate C(C)OC(=O)C=1C(=NN2C=NC=CC21)C2=C(C=NC=C2)[N+](=O)[O-].CC=2N=C(SC2[N+](=O)[O-])NC(C)=O